tert-butyl 5-oxo-8-(((trifluoromethyl)sulfonyl)oxy)-1,5-dihydro-2H-chromeno[3,4-c]pyridine-3(4H)-carboxylate O=C1OC=2C=C(C=CC2C2=C1CN(CC2)C(=O)OC(C)(C)C)OS(=O)(=O)C(F)(F)F